CC1=C(OCC(=O)O)C=CC(=C1)SCC1=C(N=C(S1)C1=CC=C(C=C1)C(F)(F)F)C 2-[2-methyl-4-[[[4-methyl-2-[4-(trifluoromethyl)phenyl]-5-thiazolyl]methyl]thio]phenoxy]-acetic acid